(E)-4-cyclohexyl 1-(4-((4-methoxybenzyl)oxy)-4-oxobut-2-en-1-yl) 2-methylenesuccinate C=C(C(=O)OCC=CC(=O)OCC1=CC=C(C=C1)OC)CC(=O)OC1CCCCC1